(2R,4R)-(-)-2,4-bis(diphenylphosphino)pentane C1(=CC=CC=C1)P([C@H](C)C[C@@H](C)P(C1=CC=CC=C1)C1=CC=CC=C1)C1=CC=CC=C1